The molecule is an organic cation obtained by protonation of spirit blue base. It is a conjugate acid of a spirit blue base. [H+].C1=CC=C(C=C1)NC2=CC=C(C=C2)C(=C3C=CC(=NC4=CC=CC=C4)C=C3)C5=CC=C(C=C5)NC6=CC=CC=C6